(E)-trifluoroacetyl-pteroic acid FC(C(=O)C1=C(C(=O)O)C=CC(=C1)NCC1=CN=C2N=C(N)NC(=O)C2=N1)(F)F